7-Amino-2-(pyrazin-2-yl)spiro[3.5]nonane-2-carboxamide NC1CCC2(CC(C2)(C(=O)N)C2=NC=CN=C2)CC1